CN(CCCNC1=C2C(=NC3=CC=NC=C13)N1C(=N2)C=NC=C1)C N1,N1-dimethyl-N3-(pyrazino[6',1':2,3]imidazo[4,5-b][1,6]naphthyridin-12-yl)propane-1,3-diamine